BrC1=CC(=C2CN(C(C2=C1)=O)C1C(NC(CC1)=O)=O)Cl 3-(6-bromo-4-chloro-1-oxoisoindolin-2-yl)piperidine-2,6-dione